tert-butyl (2R,5S)-4-(7-(4-cyanopyridin-2-yl)-5-(difluoromethyl)-7H-pyrrolo[2,3-d]pyrimidin-4-yl)-2,5-dimethylpiperazine-1-carboxylate C(#N)C1=CC(=NC=C1)N1C=C(C2=C1N=CN=C2N2C[C@H](N(C[C@@H]2C)C(=O)OC(C)(C)C)C)C(F)F